4-[(3R)-3-{[(tert-butoxy)carbonyl]amino}pyrrolidin-1-yl]butanoic acid C(C)(C)(C)OC(=O)N[C@H]1CN(CC1)CCCC(=O)O